C(CCC)OC(CCCCCCC(C)OCC1=CC=CC=C1)OCCCC 9,9-dibutyloxy-2-benzyloxynonane